C(C)C1(CSC2=C(N(C1=O)C1=CC=CC=C1)C=C(C(=C2)OC)I)C 3-ethyl-7-iodo-8-methoxy-3-methyl-5-phenyl-2,3-dihydro-1,5-benzothiazepin-4(5H)-one